1-benzyl-2-cyanopyridinium tetrafluoroborate F[B-](F)(F)F.C(C1=CC=CC=C1)[N+]1=C(C=CC=C1)C#N